C(C)C(C(=O)O)C1=CC(=C(C=C1)NC(C)=O)[N+](=O)[O-].C(C)OC(CC1=CC(=C(C=C1)NC(C)=O)[N+](=O)[O-])=O.C(C)(C)(C)NS(=O)(=O)C1=C(C=CC(=C1)NC(=O)OC(C)C)C1=CN=CS1 5-[2-(tert-Butylsulfamoyl)-4-(isopropoxycarbonylamino)phenyl]Thiazole Ethyl-2-(4-acetamido-3-nitrophenyl)acetate {ethyl-2-(4-acetamido-3-nitrophenyl)acetate}